(S)-1-(3-(benzothien-3-yl)-2-(dimethylamino)propyl)-3-((R)-1-(thien-3-yl)ethyl)urea S1C=C(C2=C1C=CC=C2)C[C@@H](CNC(=O)N[C@H](C)C2=CSC=C2)N(C)C